1,3-dibutoxy-1,3-dibromopropane C(CCC)OC(CC(Br)OCCCC)Br